(+)-4-(4-{[4-amino-2-(trifluoromethyl)phenyl]methoxy}-3-methoxyphenyl)-2H,4H,5H,6H,7H-pyrazolo[3,4-b]pyridin-6-one NC1=CC(=C(C=C1)COC1=C(C=C(C=C1)C1C=2C(NC(C1)=O)=NNC2)OC)C(F)(F)F